[(3R,9aS)-3-(4-Bromo-3-chlorophenyl)-3,4,6,7,9,9a-hexahydro-1H-pyrazino[2,1-c][1,4]oxazin-8-yl]-(2-chloro-3-methoxyphenyl)methanon BrC1=C(C=C(C=C1)[C@@H]1CN2[C@H](CO1)CN(CC2)C(=O)C2=C(C(=CC=C2)OC)Cl)Cl